pentabutoxyniobium C(CCC)O[Nb](OCCCC)(OCCCC)(OCCCC)OCCCC